4-(2-(5-methoxy-1H-indol-3-yl)ethyl)morpholine COC=1C=C2C(=CNC2=CC1)CCN1CCOCC1